C(C(=O)C)C=1C=C(C#N)C=C(C1)Cl 3-acetonyl-5-chloro-benzonitrile